BrC1=CC2=C(S1)C=1SC(=CC1C2(CCCCCCBr)CCCCCCBr)[Si](C(C)C)(C(C)C)C(C)C (6-bromo-4,4-bis(6-bromohexyl)-4H-cyclopenta[2,1-b:3,4-b']Dithien-2-yl)triisopropylsilane